C1(=C(C=CC=C1)N(C1=CC=2C(C3=CC=CC=C3C2C=C1)(C)C)C=1C=C(C=C(C1)C1=CC(=CC(=C1)C(C)(C)C)C1=CC(=CC(=C1)C(C)(C)C)C(C)(C)C)C(C)(C)C)C1=CC=CC=C1 N-(1,1'-biphenyl-2-yl)-N-(3,3'',5',5''-Tetra-t-butyl-1,1':3',1''-terphenyl-5-yl)-9,9-dimethyl-9H-fluoren-2-amine